ClC1=C(C=CC(=C1)C(=O)OC)C1COCCCN1C(=O)OC(C)(C)C tert-butyl 3-(2-chloro-4-methoxycarbonyl-phenyl)-1,4-oxazepan-4-carboxylate